2-[5-(3-chloropyrazol-1-yl)-3-ethylsulfonyl-2-pyridyl]-6-(trifluoromethyl)-3H-pyrrolo[3,4-c]pyridin-1-one ClC1=NN(C=C1)C=1C=C(C(=NC1)N1CC=2C=NC(=CC2C1=O)C(F)(F)F)S(=O)(=O)CC